(S)-N-(1,6-dioxo-1-(pyrrolidin-1-yl)hex-2-yl)benzamide O=C([C@H](CCCC=O)NC(C1=CC=CC=C1)=O)N1CCCC1